OCC12CC(C1)(C2)CCO 2-[3-(hydroxymethyl)bicyclo[1.1.1]pent-1-yl]ethan-1-ol